C(C=C)(=O)N[C@H]1CCC=C(C1)C1=C2C(=C(NC2=C(C=C1F)C(=O)N)C)Cl (S)-4-(5-acrylamidocyclohex-1-en-1-yl)-3-chloro-5-fluoro-2-methyl-1H-indole-7-carboxamide